N-[1-[5-(3-cyano-6-ethoxy-pyrazolo[1,5-a]pyridin-4-yl)-2-pyridyl]-4-[2-[4-(3-oxopropyl)piperazin-1-yl]ethoxymethyl]-4-piperidyl]-2,5-difluoro-benzamide C(#N)C=1C=NN2C1C(=CC(=C2)OCC)C=2C=CC(=NC2)N2CCC(CC2)(COCCN2CCN(CC2)CCC=O)NC(C2=C(C=CC(=C2)F)F)=O